(1-(((2,3-dihydrofuro[2,3-c]pyridin-7-yl)methyl)amino)-2-methyl-1-oxopropan-2-yl)carbamic acid tert-butyl ester C(C)(C)(C)OC(NC(C(=O)NCC=1N=CC=C2C1OCC2)(C)C)=O